tert-butyl ((2S,3R)-1-hydroxy-3-methoxybutan-2-yl)carbamate OC[C@@H]([C@@H](C)OC)NC(OC(C)(C)C)=O